4-Chloro-2,9-dimethyl-1,10-phenanthroline ClC1=CC(=NC2=C3N=C(C=CC3=CC=C12)C)C